OCC[N+](C)(C)C.C(CCCCCCCCC)(=O)[O-] decanoic acid choline salt